NC1=C(C(=O)OC(C)(C)C)C=C(C=C1)Br tert-Butyl 2-amino-5-bromobenzoate